1-((5-(5-(difluoromethyl)-1,3,4-oxadiazol-2-yl)thiazol-2-yl)methyl)-3,3-dimethyl-1-(pyridin-3-yl)urea FC(C1=NN=C(O1)C1=CN=C(S1)CN(C(=O)N(C)C)C=1C=NC=CC1)F